FC1=C(NC=2C(=NC(=C(N2)NC)C=2C3=C(C=NC2)N(C=N3)C)C(=O)N)C=CC(=C1C)N1CCOCC1 3-(2-Fluoro-3-methyl-4-morpholino-anilino)-5-(methylamino)-6-(3-methylimidazo[4,5-c]pyridin-7-yl)pyrazine-2-carboxamide